O=C1NC(CCC1N1C(C2=CC=CC(=C2C1=O)NCCCCC(=O)N1CCN(CC1)C=1C(=CC2=C(C(C=3NC4=CC(=CC=C4C3C2=O)C#N)(C)C)C1)CC)=O)=O 8-(4-(5-((2-(2,6-dioxopiperidin-3-yl)-1,3-dioxoisoindolin-4-yl)amino)pentanoyl)piperazin-1-yl)-9-ethyl-6,6-dimethyl-11-oxo-6,11-dihydro-5H-benzo[b]carbazole-3-carbonitrile